(R)-4-(4-methyl-1,2,3,4-tetrahydropyrazino[1,2-b]indazol-8-yl)piperidine-1-carboxylic acid C[C@@H]1CNCC=2N1N=C1C=C(C=CC21)C2CCN(CC2)C(=O)O